ClC=1C=C(OC2=C(N=NN2)C(=O)O)C=CC1C#CS(=O)(=O)CC1CC1 5-(3-chloro-4-(((cyclopropylmethyl)sulfonyl)ethynyl)phenoxy)-1H-1,2,3-triazole-4-carboxylic acid